[3-[1-[(2,4-Dimethoxyphenyl)methylamino]-4-methylphthalazin-6-yl]phenyl]boronic acid COC1=C(C=CC(=C1)OC)CNC1=NN=C(C2=CC(=CC=C12)C=1C=C(C=CC1)B(O)O)C